C(#N)C1=CC=2N(N=C1)C(=CC2)C2=CC(=C(C=N2)C2=NN=C(S2)N2C[C@@H]1C([C@H](C2)C1)NC(C)=O)NC(C)C N-((1R,5S,6r)-3-(5-(6-(3-cyanopyrrolo[1,2-b]pyridazin-7-yl)-4-(isopropylamino)pyridin-3-yl)-1,3,4-thiadiazol-2-yl)-3-azabicyclo[3.1.1]heptan-6-yl)acetamide